4'-((5-carboxy-1,3-phenylene)bis(1H-1,2,3-triazol-1,4-diyl))bis(2-(trifluoromethyl)benzoic acid) C(=O)(O)C=1C=C(C=C(C1)N1N=NC(=C1)C=1C(=C(C(=O)O)C=CC1)C(F)(F)F)N1N=NC(=C1)C=1C(=C(C(=O)O)C=CC1)C(F)(F)F